(2s,5s)-3-(2-(benzo[d][1,3]dioxol-5-yl)ethyl)-2-(1-(4-bromophenyl)-3-(4-fluorophenyl)-1H-pyrazol-4-yl)-5-methyl-oxazolidin-4-one O1COC2=C1C=CC(=C2)CCN2[C@@H](O[C@H](C2=O)C)C=2C(=NN(C2)C2=CC=C(C=C2)Br)C2=CC=C(C=C2)F